ClC=1C=C(COC(=O)N[C@H](C(=O)N[C@H](C(=O)OC)CC2C(NC3(C2)CCN(CC3)C(C(C)(C)C)=O)=O)CC3CCCCC3)C=CC1 methyl (2S)-2-((S)-2-((((3-chlorobenzyl)oxy)carbonyl)amino)-3-cyclohexylpropanamido)-3-(2-oxo-8-pivaloyl-1,8-diazaspiro[4.5]decan-3-yl)propanoate